COC=1C=C(C=CC1)C1=NC=CC=C1C1=CC2=C(N=CS2)C=C1 6-(2-(3-Methoxyphenyl)pyridin-3-yl)benzo[d]thiazole